FC1=CC=C(C=C1)CNC(=O)C=1C(C(=C2N(C[C@@H]3N([C@@H]4[C@H](CO3)CCCC4)C2=O)C1)O)=O (4aR,6aR,14aS)-N-[(4-Fluorophenyl)methyl]-12-hydroxy-11,13-dioxo-1,3,4,4a,5,6a,7,11,13,14a-decahydro-2H-pyrido[1',2':4,5]pyrazino[1,2-a][3,1]benzoxazine-10-carboxamide